C1(=CC(=CC(=C1)C(=O)O)C(=O)O)C(=O)O.[Co] cobalt 1,3,5-benzenetricarboxylic acid